FC(C(F)(F)F)(C=1OC(=C(C1S(=O)(=O)C1=CC=CC=C1)S(=O)(=O)C1=CC=CC=C1)C1=CC=CC=C1)F 2-(perfluoroethyl)-5-phenyl-3,4-diphenylsulfonyl-furan